Tert-butyl 3-[(3aR,4R,6S,6aS)-6-hydroxy-2,2-dimethyl-tetrahydro-3aH-cyclopenta[d][1,3]dioxol-4-yl]pyrrolidine-1-carboxylate O[C@H]1C[C@@H]([C@@H]2[C@H]1OC(O2)(C)C)C2CN(CC2)C(=O)OC(C)(C)C